BrC1=CC(=C(C=C1)[C@H]1N(CC[C@@H](C1)O)C(=O)OCC1=CC=CC=C1)OCCCC=C benzyl (2S,4S)-2-(4-bromo-2-(pent-4-en-1-yloxy)phenyl)-4-hydroxy-piperidine-1-carboxylate